2,4-bis(trichloromethyl)-6-[2-(3-methoxy-5-propoxyphenyl)vinyl]-s-triazine ClC(C1=NC(=NC(=N1)C(Cl)(Cl)Cl)C=CC1=CC(=CC(=C1)OCCC)OC)(Cl)Cl